6-(2,6-difluoro-3,5-dimethoxyphenyl)-8-(4-methoxy-4-methylpiperidin-1-yl)-2-(methylthio)pyrido[3,4-d]pyrimidine FC1=C(C(=C(C=C1OC)OC)F)C1=CC2=C(N=C(N=C2)SC)C(=N1)N1CCC(CC1)(C)OC